(E)-5-(4-chlorophenyl)tetrahydrofuran-3-carbaldehyde oxime ClC1=CC=C(C=C1)C1CC(CO1)/C=N/O